2-((S)-4-(7-(6,6-dimethyl-5,6,7,8-tetrahydronaphthalen-1-yl)-2-(((S)-1-methylpyrrolidin-2-yl)methoxy)-5,6,7,8-tetrahydropyrido[3,4-d]pyrimidin-4-yl)piperazin-2-yl)acetonitrile CC1(CC=2C=CC=C(C2CC1)N1CC=2N=C(N=C(C2CC1)N1C[C@@H](NCC1)CC#N)OC[C@H]1N(CCC1)C)C